C(CC(O)(C(=O)OCCCCCCCC)CC(=O)OCCCCCCCC)(=O)OCCCCCCCC tri(octyl) citrate